Monohexadecyl phosphate P(=O)(OCCCCCCCCCCCCCCCC)([O-])[O-]